2-(4-formylphenoxy)-aza-methylacetamide C(=O)C1=CC=C(OC(C(=O)N)N)C=C1